(3S)-4-amino-3-methyl-N-((3S,4S)-3-methyltetrahydro-2H-pyran-4-yl)-N-((5-(trifluoromethyl)-2-pyridinyl)methyl)-1,3-dihydrofuro[3,4-c]quinoline-8-carboxamide NC1=NC=2C=CC(=CC2C2=C1[C@@H](OC2)C)C(=O)N(CC2=NC=C(C=C2)C(F)(F)F)[C@@H]2[C@@H](COCC2)C